C(C)(C)(C)OC(=O)N1N=C(C2=CC=C(C=C12)[C@@H]1C[C@@]12C(N(C1=CC=C(C=C21)OC)C)=O)I iodo-6-[(1R,2S)-5'-methoxy-1'-methyl-2'-oxospiro[cyclopropane-1,3'-indol]-2-yl]indazole-1-carboxylic acid tert-butyl ester